mercaptopiperidine SN1CCCCC1